tert-butyl 3-(4-(3-(1-(4-(5-(difluoromethyl)-1,3,4-oxadiazol-2-yl)-2-fluorobenzyl)-1H-1,2,3-triazol-4-yl)phenyl)piperidin-1-yl)azetidin-1-carboxylate FC(C1=NN=C(O1)C1=CC(=C(CN2N=NC(=C2)C=2C=C(C=CC2)C2CCN(CC2)C2CN(C2)C(=O)OC(C)(C)C)C=C1)F)F